((1S,4S,5R)-5-((5-cyclopropyl-3-(2,6-dichlorophenyl)isoxazol-4-yl)methoxy)-2-azabicyclo[2.2.2]oct-2-yl)benzo[d]thiazole-6-carboxylic acid C1(CC1)C1=C(C(=NO1)C1=C(C=CC=C1Cl)Cl)CO[C@H]1[C@@H]2CN([C@H](C1)CC2)C=2SC1=C(N2)C=CC(=C1)C(=O)O